[Bi].[Pb].[Bi] bismuth lead-bismuth